4-Methoxyphenyl 2,4,6-tri-O-acetyl-3-azido-3-deoxy-1-thio-α-D-galactopyranoside C(C)(=O)O[C@H]1[C@@H](SC2=CC=C(C=C2)OC)O[C@@H]([C@@H]([C@@H]1N=[N+]=[N-])OC(C)=O)COC(C)=O